C(C)C=1C(=NC(=NC1C1=C(C=C(C=C1C)C)C)NS(=O)(=O)C=1C=NN(C1)C)OC1=CC=C(C=C1)N1CCNCC1 N-[5-ethyl-4-(4-piperazin-1-ylphenoxy)-6-(2,4,6-trimethylphenyl)pyrimidin-2-yl]-1-methyl-pyrazole-4-sulfonamide